C(C1=CC=CC=C1)OC(=O)N1CCC(CC1)C[C@@H](C(=O)O)NC(=O)OC(C)(C)C (S)-3-(1-((benzyloxy)carbonyl)piperidin-4-yl)-2-((tert-butoxycarbonyl)amino)propanoic acid